(S)-2-(4-(6-((4-cyano-2-fluorobenzyl)oxy)pyridin-2-yl)-2,5-difluorobenzyl)-1-(oxetan-2-ylmethyl)-1H-benzo[d]imidazole-6-carboxylic acid C(#N)C1=CC(=C(COC2=CC=CC(=N2)C2=CC(=C(CC3=NC4=C(N3C[C@H]3OCC3)C=C(C=C4)C(=O)O)C=C2F)F)C=C1)F